C(C)(C)(C)C1=CN(C=2N=CN=C(C21)OC)C2=C(C(=O)O)C=CN=C2 (5-(tert-butyl)-4-methoxy-7H-pyrrolo[2,3-d]pyrimidin-7-yl)isonicotinic acid